O1CCN(CC1)CCN1/C(/S\C(\C1=O)=C\1/C(NC2=CC=C(C=C12)[N+](=O)[O-])=O)=N/C1=CC=C(C#N)C=C1 4-(((Z)-3-(2-morpholinoethyl)-5-((Z)-5-nitro-2-oxoindoline-3-ylidene)-4-oxothiazolidin-2-ylidene)amino)benzonitrile